C(\C=C\CCCCCCC)(=O)O (E)-dec-2-eneoic acid